(4R)-6-[(4-tert-Butoxycarbonylpiperazin-1-yl)methyl]-4-(2-chloro-4-fluoro-phenyl)-2-thiazol-2-yl-1,4-dihydropyrimidine-5-carboxylic acid methyl ester COC(=O)C=1[C@@H](N=C(NC1CN1CCN(CC1)C(=O)OC(C)(C)C)C=1SC=CN1)C1=C(C=C(C=C1)F)Cl